2-(6-(((1s,2s,3r,5r)-2-fluoro-9-azabicyclo[3.3.1]non-3-yl)oxy)pyridazin-3-yl)-5-(1H-pyrazol-4-yl)phenol F[C@H]1[C@@H]2CCC[C@H](C[C@H]1OC1=CC=C(N=N1)C1=C(C=C(C=C1)C=1C=NNC1)O)N2